CN1CC(C1)(C)[C@@](C=1C=C(C=NC1)CCC(C)(O)C1=C(C=CC=C1)OC)(C1=CC=C(C=C1)C(C)C)O 4-{5-[(R)-(1,3-Dimethyl-azetidin-3-yl)-hydroxy-(4-isopropyl-phenyl)-methyl]-pyridin-3-yl}-2-(2-methoxy-phenyl)-butan-2-ol